3-(4-amino-3-methoxyphenyl)oxazolidin-2-one NC1=C(C=C(C=C1)N1C(OCC1)=O)OC